Cl.CNCCN(CC1=C(C2=C(NC(=N2)N2CCOCC2)C=C1)C1CCN(CC1)C=1C=C(C=CC1)C)C N,N'-dimethyl-N'-[[2-morpholinyl-4-[1-(m-tolyl)-4-piperidinyl]-1H-benzo[d]imidazol-5-yl]methyl]ethane-1,2-diamine hydrochloride